FC1=C(C=CC=C1)C1=CC=C(C=C1)CCCC(=O)NC=1C=NC=NC1 4-(2'-fluoro-[1,1'-biphenyl]-4-yl)-N-(pyrimidin-5-yl)butanamide